4-((1R,5R)-2-acryloyl-2,6-diazabicyclo[3.2.0]hept-6-yl)-7-(8-chloronaphthalen-1-yl)-8-fluoro-2-(((S)-1-methylpyrrolidin-2-yl)methoxy)quinoline-3-acetonitrile C(C=C)(=O)N1[C@@H]2CN([C@@H]2CC1)C1=C(C(=NC2=C(C(=CC=C12)C1=CC=CC2=CC=CC(=C12)Cl)F)OC[C@H]1N(CCC1)C)CC#N